8-fluoro-4-(3-fluoro-5-methyl-4-nitrophenyl)-2,3,4,5-Tetrahydrobenzo[f][1,4]oxazepine FC1=CC2=C(CN(CCO2)C2=CC(=C(C(=C2)C)[N+](=O)[O-])F)C=C1